CC(C)C1=NNC=C1 3-(propan-2-yl)-1H-pyrazole